N1=C(N=CC=C1)C1(CCC1)C(=O)O 1-(pyrimidin-2-yl)cyclobutane-1-carboxylic acid